C(C)OC(CCCSC1=CC=C(C=C1)Br)=O 4-(4-bromo-phenylsulfanyl)-butyric acid ethyl ester